CON(C(=O)[C@H]1NCC(CC1)C1=CC=C(C=C1)C(F)(F)F)C (2S)-N-methoxy-N-methyl-5-(4-(trifluoromethyl)phenyl)piperidine-2-carboxamide